CC1=C(C=C2NCCNC2=C1)C(=O)NC1(CC1)C1=CC=CC2=CC=CC=C12 7-Methyl-N-(1-(naphthalen-1-yl)cyclopropyl)-1,2,3,4-tetrahydroquinoxaline-6-carboxamide